(S)-N-(4-Cyano-3-(trifluoromethyl)phenyl)-2-hydroxy-2-methyl-3-(3-(trifluoromethyl)-1H-pyrazol-1-yl)propanamide C(#N)C1=C(C=C(C=C1)NC([C@@](CN1N=C(C=C1)C(F)(F)F)(C)O)=O)C(F)(F)F